COC=1C=C(C=CC1)NC1=NC2=C(C=3C=CC(=CC13)C(=O)O)NC(C2=O)=O 5-((3-methoxyphenyl)amino)-2,3-dioxo-2,3-dihydro-1H-pyrrolo[3,2-c]isoquinoline-7-carboxylic acid